N'-(3-methyl-2-hydroxybenzylidene)-2-(3-fluorophenoxy)acethydrazide ethyl-3-[4-(2-ethoxyethoxy)phenyl]-2-hydroxypropanoate Ethyl-3-[4-(2-ethoxyethoxy)phenyl]oxirane-2-carboxylate C(C)OC(=O)C1OC1C1=CC=C(C=C1)OCCOCC.C(C)OC(C(CC1=CC=C(C=C1)OCCOCC)O)=O.CC=1C(=C(C=NNC(COC2=CC(=CC=C2)F)=O)C=CC1)O